OC1CN(S(C1=C)(=O)=O)CC1=C(C=CC=C1)C=1C=NN(C1)C 4-hydroxy-2-(2-(1-methyl-1H-pyrazol-4-yl)benzyl)-5-methyleneisothiazolidine 1,1-dioxide